4-nitrophenyl ((1S,2S,4R)-1,7,7-trimethylbicyclo[2.2.1]heptane-2-yl) carbonate C(OC1=CC=C(C=C1)[N+](=O)[O-])(O[C@@H]1[C@]2(CC[C@H](C1)C2(C)C)C)=O